N[C@H]1C(CN(CC1)C1=NC=CC(=N1)NC=1N=CC2=C(C=CC(=C2C1)C(C)C)N1[C@@H]([C@H](C1)CS(=O)(=O)C)C)(F)F N-(2-((R)-4-amino-3,3-difluoropiperidin-1-yl)pyrimidin-4-yl)-5-isopropyl-8-((2R,3S)-2-methyl-3-(methylsulfonylmethyl)azetidin-1-yl)isoquinolin-3-amine